8-((4-formyl-6-methoxypyridin-3-yloxy)methyl)imidazo[1,2-a]pyridine-6-carboxamide C(=O)C1=C(C=NC(=C1)OC)OCC=1C=2N(C=C(C1)C(=O)N)C=CN2